NCCCN(S(=O)(=O)C1=CN=C(N1)C(C1=CC(=C(C=C1)F)Cl)C1=CC(=C(C=C1)F)Cl)C N-(3-aminopropyl)-2-(bis(3-chloro-4-fluorophenyl)methyl)-N-methyl-1H-imidazole-5-sulfonamide